C(C1=CC=CC=C1)N[C@@H](CC(C)C)C(=O)O N-benzyl-L-Leucine